BrC=1C(=NC(=NC1)NC1=C(C=C(C(=C1)OC)N(C)CCN(C)C)C)NC1=C(C=C(C=C1)F)C(C)(C)O 2-(2-((5-Bromo-2-((4-((2-(dimethylamino)ethyl)(methyl)amino)-5-methoxy-2-methylphenyl)amino)pyrimidin-4-yl)amino)-5-fluorophenyl)propan-2-ol